C1CCC2=C(C=3CCCC3C=C12)NC(=O)N=[S@](=O)(N)C=1C=NN2C1OCCC2 (R)-N'-((1,2,3,5,6,7-hexahydro-s-indacen-4-yl)carbamoyl)-6,7-dihydro-5H-pyrazolo[5,1-b][1,3]oxazine-3-sulfonimidamide